2-[2-(2-methoxymethoxy-5-pentyloxy-phenyl)-styryl]-N-methylpiperidine COCOC1=C(C=C(C=C1)OCCCCC)C1=C(C=CC2N(CCCC2)C)C=CC=C1